1-[(3S)-3-[4-[(1R)-1-(3-chloro-2-fluoro-phenyl)ethoxy]pyrido[3,2-d]pyrimidin-yl]oxypyrrolidin-1-yl]prop-2-en-1-one ClC=1C(=C(C=CC1)[C@@H](C)OC=1C2=C(N=C(N1)O[C@@H]1CN(CC1)C(C=C)=O)C=CC=N2)F